C(C)OC(=O)C1=NOC(=C1)C=1N=C2N(C(=NC(=C2C2=CC=NC=C2)C2=CC=CC=C2)Cl)C1 5-(5-chloro-7-phenyl-8-(pyridin-4-yl)imidazo[1,2-c]pyrimidin-2-yl)isoxazole-3-carboxylic acid ethyl ester